(R)-2-(benzyloxy)-4-(N-((5-cyclohexylpyrazin-2-yl)methyl)-1-((2,3,5,6-tetrafluoro-4-methoxyphenyl)sulfonyl)azetidine-2-carboxamido)benzoic acid C(C1=CC=CC=C1)OC1=C(C(=O)O)C=CC(=C1)N(C(=O)[C@@H]1N(CC1)S(=O)(=O)C1=C(C(=C(C(=C1F)F)OC)F)F)CC1=NC=C(N=C1)C1CCCCC1